4,5-difluoro-1-(1-(oxetan-3-yl)pyrrolidin-3-yl)-1H-indole FC1=C2C=CN(C2=CC=C1F)C1CN(CC1)C1COC1